3-(2,2-diphenyl-2-((piperidine-1-carbonyl)oxy)acetoxy)spiro[bicyclo[3.2.1]octane-8,1'-pyrrolidin]-1'-ium triflate [O-]S(=O)(=O)C(F)(F)F.C1(=CC=CC=C1)C(C(=O)OC1CC2CCC(C1)[N+]21CCCC1)(OC(=O)N1CCCCC1)C1=CC=CC=C1